C12(CC3CC(CC(C1)C3)C2)CCC(=O)N2CCN(CC2)C2=CC=C(C=N2)C=2C=C(C=3C=NN(C3C2)C(C)C)C(=O)NCC=2C(NC(=CC2C)C)=O 6-(6-(4-(3-((1r,3s)-adamantan-1-yl)propanoyl)piperazin-1-yl)pyridin-3-yl)-N-((4,6-dimethyl-2-oxo-1,2-dihydropyridin-3-yl)methyl)-1-isopropyl-1H-indazole-4-carboxamide